2-(4-chlorophenyl)-N-(1-oxo-4-phenylphthalazin-2(1H)-yl)acetamide ClC1=CC=C(C=C1)CC(=O)NN1C(C2=CC=CC=C2C(=N1)C1=CC=CC=C1)=O